n-methyl-1-({4-[(trifluoromethyl)oxy]phenyl}methyl)-4-piperidinamine CNC1CCN(CC1)CC1=CC=C(C=C1)OC(F)(F)F